COC1=C(\C=C\2/C(NC(N(C2=O)C2=CC=C(C=C2)OC)=O)=O)C=CC(=C1)OC (E)-5-(2,4-Dimethoxybenzylidene)-1-(4-methoxyphenyl)pyrimidine-2,4,6(1H,3H,5H)-trione